6-(4,4,5,5-tetramethyl-1,3,2-dioxaborolan-2-yl)benzothiophene-3-carbonitrile CC1(OB(OC1(C)C)C1=CC2=C(C(=CS2)C#N)C=C1)C